CN(CCN1N=C(C=C1CN(C)C)S(=O)(=O)N)C 1-(2-(dimethylamino)ethyl)-5-((dimethylamino)methyl)-1H-pyrazole-3-sulfonamide